N-((4-(hydroxymethyl)-1-(4-(pentafluoro-λ6-sulfaneyl)phenyl)-1H-indazol-3-yl)methyl)acrylamide OCC1=C2C(=NN(C2=CC=C1)C1=CC=C(C=C1)S(F)(F)(F)(F)F)CNC(C=C)=O